FC=1C=C(NCC=2C(=NSC2)C)C=CC1C1=CC(=NN1C)C(F)(F)F 3-fluoro-4-(1-methyl-3-(trifluoromethyl)-1H-pyrazol-5-yl)-N-((3-methylisothiazol-4-yl)methyl)aniline